trans-N1-(5-(3-(2-methoxyethyl)-2-methyl-3H-imidazo[4,5-b]pyridin-5-yl)pyrrolo[2,1-f][1,2,4]triazin-2-yl)cyclobutane-1,3-diamine COCCN1C(=NC=2C1=NC(=CC2)C=2C=CN1N=C(N=CC12)N[C@@H]1C[C@H](C1)N)C